[C@@H]1(C#CCCCCC1)OCC(=O)O |r| (rac)-2-(cyclooct-2-yn-1-yloxy)acetic acid